OC=1C(=C(C=CC1)C1=CC=C(C=C1)P)O 4-(dihydroxyphenyl)phenylphosphine